4-fluoro-N-(5-(4-((4-(trifluoromethyl)phenyl)amino)-7H-pyrrolo[2,3-d]pyrimidin-7-yl)pentyl)benzamide FC1=CC=C(C(=O)NCCCCCN2C=CC3=C2N=CN=C3NC3=CC=C(C=C3)C(F)(F)F)C=C1